1-methyl-N-((5-(oxazol-5-yl)-6-(thiazol-4-ylmethoxy)-1H-indol-2-yl)methyl)cyclopropane-1-carboxamide CC1(CC1)C(=O)NCC=1NC2=CC(=C(C=C2C1)C1=CN=CO1)OCC=1N=CSC1